NC(C(C=1N=NC(=CC1)Cl)C=1C(=C(C(=O)NCC)C=CC1)OC)=O 3-(2-amino-1-(6-chloropyridazin-3-yl)-2-oxoethyl)-N-ethyl-2-methoxybenzamide